(4R)-3-[[6-[4-Chloro-3-(difluoromethoxy)phenyl]pyrazin-2-yl]methyl]-4-methyl-oxazolidin-2-one ClC1=C(C=C(C=C1)C1=CN=CC(=N1)CN1C(OC[C@H]1C)=O)OC(F)F